OCCCC1=C(C=CC(=C1)N)N 2-(γ-hydroxypropyl)-para-phenylenediamine